2,5-dichloro-N-methylpyrrolo[2,1-f][1,2,4]triazin-4-amine ClC1=NN2C(C(=N1)NC)=C(C=C2)Cl